4-[6-[3-(dimethylcarbamoyl)-4-hydroxynaphthalen-1-yl]pyridin-3-yl]-3-fluorobenzoic acid CN(C(=O)C=1C=C(C2=CC=CC=C2C1O)C1=CC=C(C=N1)C1=C(C=C(C(=O)O)C=C1)F)C